Cyclohexane-1,4-diyl diacrylate C(C=C)(=O)OC1CCC(CC1)OC(C=C)=O